2-(6-(4-((5-chloro-3-fluoropyridin-2-yl)oxy)phenyl)pyridin-2-yl)acetic acid ClC=1C=C(C(=NC1)OC1=CC=C(C=C1)C1=CC=CC(=N1)CC(=O)O)F